FCCC1=NC(NC2=CC=C(C=C12)C(F)(F)F)=O fluoroethyl-6-(trifluoromethyl)quinazolin-2-one